5-((1-(4-(Methyl(1-methylpyrrolidin-3-yl)amino)phenyl)-1H-imidazol-4-yl)amino)pyrazine-2-carbonitrile CN(C1=CC=C(C=C1)N1C=NC(=C1)NC=1N=CC(=NC1)C#N)C1CN(CC1)C